4-bromo-2-cyclopropyl-7-methoxybenzofuran BrC1=CC=C(C2=C1C=C(O2)C2CC2)OC